BrC1=C2C(=NC=C1)C=C(S2)C(=O)[O-].[Li+] lithium 7-bromothieno[3,2-b]pyridine-2-carboxylate